3-Fluoro-2-(4-fluorophenoxy)benzaldehyde FC=1C(=C(C=O)C=CC1)OC1=CC=C(C=C1)F